3,4-dihydro-2H-pyranone O1C(CCC=C1)=O